C(C)OC(=O)C=1C=NN(C1)COCC[Si](C)(C)C 1-((2-(trimethylsilyl)ethoxy)methyl)-1H-pyrazole-4-carboxylic acid ethyl ester